methyl-cytidine triphosphate P(O)(=O)(OP(=O)(O)OP(=O)(O)O)OC[C@@H]1[C@H]([C@H]([C@@](O1)(N1C(=O)N=C(N)C=C1)C)O)O